C(C1=CC=CC=C1)N1C[C@@H]2CC[C@H](C1)C2=C (1R,5S)-3-Benzyl-8-methylene-3-azabicyclo[3.2.1]octane